FC=1C(=NC=2N(C1)N=CC2C=2C(=NC=CC2)OC2CCOCC2)N2CCN(CC2)C(=O)OC(C)(C)C tert-butyl 4-[6-fluoro-3-(2-tetrahydropyran-4-yloxy-3-pyridyl)pyrazolo[1,5-a]pyrimidin-5-yl]piperazine-1-carboxylate